C(C=C)(=O)N1[C@H](CN(C[C@H]1C)C1=NC(N2C3=C(C(=C(C=C13)C(F)(F)F)C1=C(C=C(C=C1)F)F)SC[C@H](C2)OC)=O)C (3S)-8-((3S,5R)-4-acryloyl-3,5-dimethylpiperazin-1-yl)-11-(2,4-difluorophenyl)-3-methoxy-10-(trifluoromethyl)-3,4-dihydro-2H,6H-[1,4]thiazepino[2,3,4-ij]quinazolin-6-one